2,4,6-tribromophenyl isothiocyanate BrC1=C(C(=CC(=C1)Br)Br)N=C=S